CC1=C(C=NN1C1CCNCC1)C=1C=C(C=2N(C1)N=CC2C#N)O[C@H](C)C2=NC=CC=C2 6-[5-methyl-1-(4-piperidinyl)pyrazol-4-yl]-4-[(1R)-1-(2-pyridinyl)ethoxy]pyrazolo[1,5-a]pyridine-3-carbonitrile